(5'S,7a'R)-1-[5-oxo-6-(propan-2-yl)-6,7-dihydro-5H-pyrrolo[3,4-b]pyridin-2-yl]-5'-phenyltetrahydro-3'H-spiro[piperidine-4,2'-pyrrolo[2,1-b][1,3]oxazol]-3'-one O=C1N(CC2=NC(=CC=C21)N2CCC1(C(N3[C@H](O1)CC[C@H]3C3=CC=CC=C3)=O)CC2)C(C)C